(S)-β-amino-4-(2-methylphenyl)-butyric acid N[C@H](CC(=O)O)CC1=C(C=CC=C1)C